BrC1=C(C=C(C=C1C)C1=CC=CC(=N1)OCC1=C(C=C(C#N)C=C1)F)F 4-[[6-(4-bromo-3-fluoro-5-methyl-phenyl)-2-pyridyl]oxymethyl]-3-fluoro-benzonitrile